6-tert-butyl-10-chloro-1-fluoro-9-(3-methoxypropoxy)-2-oxo-6,7-dihydro-2H-pyrido[2,1-a]isoquinoline-3-carboxylic acid C(C)(C)(C)C1N2C(C3=CC(=C(C=C3C1)OCCCOC)Cl)=C(C(C(=C2)C(=O)O)=O)F